N1CCC(CC1)NC(C=C)=O N-(4-piperidyl)prop-2-enamide